(3,4-Diethoxy-phenyl)-[4-[2-(4-pyridyl)ethyl]piperazin-1-yl]methanone C(C)OC=1C=C(C=CC1OCC)C(=O)N1CCN(CC1)CCC1=CC=NC=C1